CCCC(C(=O)O)O hydroxyvaleric acid